SCCSC(CS)C 2-(2-mercaptoethylthio)propane-1-thiol